4-methyl-5-((5-nitrothiazol-2-yl)thio)-2,4-dihydro-3H-1,2,4-triazol-3-one CN1C(NN=C1SC=1SC(=CN1)[N+](=O)[O-])=O